C(C1=CC=CC=C1)NC(OC1=CC(=CC=C1)C1=NC=CC(=C1)C=1OC=NN1)=O 3-(4-(1,3,4-oxadiazol-2-yl)pyridin-2-yl)phenyl benzylcarbamate